FC=1C=C(C=CC1C1=CC(=C(C(=C1)F)F)F)C1=CCC(CC1)C1OCC(CO1)CCC 2-[4-[3-fluoro-4-(3,4,5-trifluorophenyl)phenyl]cyclohex-3-ene-1-yl]-5-propyl-1,3-dioxane